3-methyl-5-oxo-1-phenylpyrazol CC=1NN(C(C1)=O)C1=CC=CC=C1